O[C@H](CC[C@@H](C)[C@@H]1[C@]2(CC[C@@H]3[C@]4(CC[C@@](CC4=CC[C@H]3[C@@H]2CCC1)(O)C)C)C)C(C)C (2S,4aR,4bS,6aR,7R,10aS,10bS)-7-((2R,5R)-5-hydroxy-6-methylheptan-2-yl)-2,4a,6a-trimethyl-1,2,3,4,4a,4b,5,6,6a,7,8,9,10,10a,10b,11-hexadecahydrochrysen-2-ol